Cl.N[C@@H](C(=O)N[C@@H](CCCC1=CC=C(C=C1)Cl)B1OC(C(O1)(C)C)(C)C)COC (R)-2-amino-N-((R)-4-(4-chlorophenyl)-1-(4,4,5,5-tetramethyl-1,3,2-dioxaborolan-2-yl)butyl)-3-methoxypropanamide hydrochloride